FC(CN1N=CC=2C1=NC(=CN2)N2CC1(CC2)CCN(CC1)C=1C=NC=C(C1)C(F)(F)F)F 2-[1-(2,2-difluoroethyl)-1H-pyrazolo[3,4-b]pyrazin-6-yl]-8-[5-(trifluoromethyl)pyridin-3-yl]-2,8-diazaspiro[4.5]decane